C(C)N1CCC(CC1)C1=C2C=CN=NC2=C(C=C1)C(=O)NC=1C=C(C=2N(C1)C=C(N2)C)F 5-(1-ethylpiperidin-4-yl)-N-[8-fluoro-2-methylimidazo[1,2-a]pyridin-6-yl]cinnoline-8-carboxamide